CN1C=C(C=C1)C(=O)N methyl-1H-pyrrole-3-carboxamide